3-{2-[(5-Cyclopropyl-1H-1,2,4-Triazol-3-Yl)Amino]-5-[2-(Hydroxymethyl)-1H-Imidazol-1-Yl]-1,3-Thiazol-4-Yl}Benzonitrile C1(CC1)C1=NC(=NN1)NC=1SC(=C(N1)C=1C=C(C#N)C=CC1)N1C(=NC=C1)CO